CO[C@H](C(CC(=O)OCC)=O)C ethyl (4S)-4-methoxy-3-oxopentanoate